2-(4-(N,N-dipropylaminosulfonyl)phenyl)acetic acid C(CC)N(S(=O)(=O)C1=CC=C(C=C1)CC(=O)O)CCC